(3-hydroxynaphthalen-1-yl)-2-(2-(piperazin-1-yl)thiazol-4-yl)-1H-imidazo[4,5-c]quinolin OC=1C=C(C2=CC=CC=C2C1)N1C(=NC=2C=NC=3C=CC=CC3C21)C=2N=C(SC2)N2CCNCC2